P(=O)(OC[N@+]1(CCC[C@@H]2CC3=C(C[C@@H]12)C=CC(=C3O)OCC3=CC=CC=C3)CCC)(O)[O-] ((1S,4aR,10aR)-7-(benzyloxy)-6-hydroxy-1-propyl-1,2,3,4,4a,5,10,10a-octahydrobenzo[g]quinolin-1-ium-1-yl)methyl hydrogen phosphate